C(C)(C)(C)OC(=O)N1[C@@H](CNCC1)C.FC(CN1C[C@H](N(CC1)C(=O)OC(C)(C)C)C)F tert-butyl (R)-4-(2,2-difluoroethyl)-2-methylpiperazin-1-carboxylate Tert-butyl-(R)-2-methylpiperazin-1-carboxylate